Ethyl 1-[3-(tert-butoxy)-3-oxopropyl]cyclopropane-1-carboxylate C(C)(C)(C)OC(CCC1(CC1)C(=O)OCC)=O